6-bromo-4-chloro-7-(phenylsulfonyl)-7H-pyrrolo[2,3-d]pyrimidine BrC1=CC2=C(N=CN=C2Cl)N1S(=O)(=O)C1=CC=CC=C1